[C@H]12CN(C[C@H](CC1)N2)C2=NC(=NC1=CC(=CC=C21)C2=C(C=CC=C2Cl)O)OC[C@H]2N(CCC2)C 2-(4-((1R,5S)-3,8-diazabicyclo[3.2.1]octan-3-yl)-2-(((S)-1-methylpyrrolidin-2-yl)methoxy)quinazolin-7-yl)-3-chlorophenol